1-(1-(2-(4-methoxyphenyl)-2-oxoethyl)-6-((4-methoxyphenyl)amino)-1H-indole-2-carbonyl)piperidin-3-one COC1=CC=C(C=C1)C(CN1C(=CC2=CC=C(C=C12)NC1=CC=C(C=C1)OC)C(=O)N1CC(CCC1)=O)=O